C(CCC)(=O)OC1=C2C(=CNC2=CC=C1)CCN(CCC)CCC 3-(2-(dipropylamino) ethyl)-1H-indol-4-yl butyrate